2,2'-thiobis(4-methyl-tert-butylphenol) S(C1=C(C=CC(=C1C(C)(C)C)C)O)C1=C(C=CC(=C1C(C)(C)C)C)O